C(CCCCCCCCCCCCCCCCC)OC1=CC=C(CN2N=NC(=C2)COCCOCCOCCOCCOCCOCCOCCOCCN2C=CC=C2)C=C1 1-(1-(1-(4-(octadecyloxy)benzyl)-1H-1,2,3-triazol-4-yl)-2,5,8,11,14,17,20,23-octaoxapentacosan-25-yl)-1H-pyrrole